C[Sb+2](C)C trimethylantimony(V)